2-([1-[(2-Chlorophenyl)methyl]-5-(1-methyl-1H-1,3-benzodiazol-6-yl)-1H-pyrazol-3-yl]methoxy)-2-methylpropanoic acid ClC1=C(C=CC=C1)CN1N=C(C=C1C=1C=CC2=C(N(C=N2)C)C1)COC(C(=O)O)(C)C